CON=C(C)C1=CC(=CC=C1)C(F)(F)F 1-(3-(trifluoromethyl)phenyl)ethan-1-one O-methyloxime